Diethyl Syringylidenemalonate C(C1=CC(OC)=C(O)C(OC)=C1)=C(C(=O)OCC)C(=O)OCC